OCC#N Oxylacetonitrile